C1(CC1)C=1N=CN(C1)C1=CC(=NC=C1OC)C=1C(=NC(=CC1)C1=NN=CN1C(C)C)C(=O)N (4-(4-cyclopropyl-1H-imidazol-1-yl)-5-methoxypyridin-2-yl)-6-(4-isopropyl-4H-1,2,4-triazol-3-yl)pyridinecarboxamide